C(C=C)(=O)N1CCN(CC1)C1=NC=NC2=CC=C(C=C12)C=1C=C(C(=NC1)OC)NS(=O)(=O)C N-(5-(4-(4-acryloylpiperazin-1-yl)quinazolin-6-yl)-2-methoxypyridin-3-yl)methanesulfonamide